COS(=O)CCC.FC=1C(=C(C(=O)N)C=C(C1F)CC1=CC(=NC=C1)NS(NCCOC)(=O)=O)NC1=C(C=C(C=C1)I)F 3,4-difluoro-2-(2-fluoro-4-iodoanilino)-5-[[2-(2-methoxyethylsulfamoylamino)pyridin-4-yl]methyl]benzamide methyl-propanesulfinate